C(C1=CC=CC=C1)N1N=CC(=C1C)C(CN1C(C=CC(=C1)C=C)=O)OC 1-(2-(1-benzyl-5-methyl-1H-pyrazol-4-yl)-2-methoxyethyl)-5-vinylpyridin-2(1H)-one